C1(CC1)CC(C(=O)O)N1C(C=C(C(=C1)CCN(C)C)C(F)(F)F)=O 3-cyclopropyl-2-(5-(2-(dimethylamino)ethyl)-2-oxo-4-(trifluoromethyl)pyridin-1(2H)-yl)propanoic acid